FC(CC)(F)C1=C(O[C@H](C(=O)O)C)C=C(C(=C1)F)F (2S)-2-[2-(1,1-difluoropropyl)-4,5-difluorophenoxy]propanoic acid